C(C)(C)(C)C1=C(C=C(C=C1)N1C(C2=CC(=CC=C2[C@@H]([C@H]1C1=CC2=C(OCCO2)C=C1)C(=O)N)F)=O)Cl |o1:18,19| (3S,4S) or (3R,4R)-2-(4-tert-butyl-3-chlorophenyl)-3-(2,3-dihydro-1,4-benzodioxin-6-yl)-7-fluoro-1-oxo-1,2,3,4-tetrahydroisoquinoline-4-carboxamide